Cl.Cl.FCC1CN(CCC1)C1CCNCC1 3-(fluoromethyl)-1,4'-bipiperidine dihydrochloride